O1CCN(CC1)CC1=CC=C(C=C1)N1N=NC(=C1)C(=O)N 1-(4-(morpholinomethyl)phenyl)-1H-1,2,3-triazole-4-carboxamide